tri(dodecyl)phosphine oxide C(CCCCCCCCCCC)P(CCCCCCCCCCCC)(CCCCCCCCCCCC)=O